4-(2-fluoro-6-methoxyphenyl)-N-(5-((5-(2-methoxypropan-2-yl)pyridin-2-yl)methoxy)-1,3,4-thiadiazol-2-yl)-6-methylnicotinamid FC1=C(C(=CC=C1)OC)C1=CC(=NC=C1C(=O)NC=1SC(=NN1)OCC1=NC=C(C=C1)C(C)(C)OC)C